5-(4-bromo-5-chlorothiophen-2-yl)-N-(3-chloro-4-fluorophenyl)-2-methyl-2H-1,2,6-thiadiazine-3-carboxamide 1,1-dioxide BrC=1C=C(SC1Cl)C=1C=C(N(S(N1)(=O)=O)C)C(=O)NC1=CC(=C(C=C1)F)Cl